ortho-phosphoric acid calcium salt [Ca+2].P([O-])([O-])([O-])=O.P([O-])([O-])([O-])=O.[Ca+2].[Ca+2]